C(C)(C)(C)OC(=O)N1CC(C1)OCC=O 3-(2-ketoethoxy)azetidine-1-carboxylic acid tert-butyl ester